ClC1=CC(=C(C=C1Cl)C(C1CCN(CC1)C(=O)N(C)C)NS(=O)C(C)(C)C)O 4-((4,5-dichloro-2-hydroxyphenyl)(1,1-dimethylethylsulfinamido)methyl)-N,N-dimethylpiperidine-1-carboxamide